6-propyl-12-(4-(trifluoromethyl)phenyl)-5,6-dihydropyrido[2,3-b:6,5-b']diindole C(CC)N1C=2NC3=CC=CC=C3C2C(=C2C1=NC=1C=CC=CC21)C2=CC=C(C=C2)C(F)(F)F